(3-ethoxypyridin-2-yl)methanamine C(C)OC=1C(=NC=CC1)CN